3-(((2-(((3,5-dichloropyridin-4-yl)methyl)thio)-6,7-dihydro-5H-cyclopenta[d]pyrimidin-4-yl)oxy)methoxy)-3-oxopropanoic acid ClC=1C=NC=C(C1CSC=1N=C(C2=C(N1)CCC2)OCOC(CC(=O)O)=O)Cl